C1(CC1)C1=NC(=C(C(=N1)NC1=NNC2=CC(=CC=C12)[C@@H]1C[C@@]12C(NC1=CC=C(C=C21)OC)=O)OC)N2C[C@H](O[C@H](C2)C)C (1r,2s)-2-[3-({2-cyclopropyl-6-[(2r,6s)-2,6-dimethylmorpholin-4-yl]-5-methoxypyrimidin-4-yl}amino)-1H-indazol-6-yl]-5'-methoxy-1'H-spiro[cyclopropan-1,3'-indol]-2'-one